C(C)OC(C=CC(=O)OCC)=O butenedioic acid diethyl ester